di-tert-butyl (2S)-2-({[(2S)-6-{[(2R)-2-amino-3-(quinolin-3-yl)propanoyl]amino}-1-tert-butoxy-1-oxohexan-2-yl]carbamoyl}amino)pentanedioate N[C@@H](C(=O)NCCCC[C@@H](C(=O)OC(C)(C)C)NC(=O)N[C@H](C(=O)OC(C)(C)C)CCC(=O)OC(C)(C)C)CC=1C=NC2=CC=CC=C2C1